7-(4,4,5,5-tetramethyl-1,3,2-dioxaborolan-2-yl)-1H-quinolin-2-one CC1(OB(OC1(C)C)C1=CC=C2C=CC(NC2=C1)=O)C